C1=CC=CC=2C3=CC=CC=C3C(C12)COC(=O)N[C@H](C(=O)OC(C)(C)C)CCN1CCOCC1 (S)-tert-butyl 2-((((9H-fluoren-9-yl) methoxy) carbonyl) amino)-4-morpholinobutyrate